tert-butyl 3-[5-(tetrahydro-1H-pyrrolizin-7a(5H)-ylmethoxy)[1,3]thiazolo[5,4-d]pyrimidin-7-yl]-3,8-diazabicyclo[3.2.1]octane-8-carboxylate C1CCN2CCCC12COC=1N=C(C2=C(N1)SC=N2)N2CC1CCC(C2)N1C(=O)OC(C)(C)C